CC1([C@H](C1)C(=O)N1CC2(C1)CN(C[C@H]2COCC2=CC=CC(=N2)C=2C=NC(=CC2)C(F)(F)F)C(=O)C2=CN=CS2)C ((S)-2-((s)-2,2-dimethylcyclopropane-1-carbonyl)-8-(((6'-(trifluoromethyl)-[2,3'-bipyridin]-6-yl)methoxy)methyl)-2,6-diazaspiro[3.4]octan-6-yl)(thiazol-5-yl)methanone